2,4-diisocyanatotoluene N(=C=O)C1=C(C)C=CC(=C1)N=C=O